undecane-5,7-dione hydrochloride Cl.CCCCC(CC(CCCC)=O)=O